1H-indazole-4-carbonitrile manganese bislysinate N[C@@H](CCCCN)C(=O)[O-].N[C@@H](CCCCN)C(=O)[O-].[Mn+2].N1N=CC=2C(=CC=CC12)C#N